C12=C3N(C(=N1)OP4(=O)ON3C(=O)N(C2=O)O4)[C@]56[C@]7([C@@]([C@]8(O5)C9(OP(=O)(O8)O9)O)(OP(=O)(O7)O6)O)O Xanthosintriphosphat